S(N)(=O)(=O)[C@H]1[C@@H](CCC1)OC(C1=CC=C(C=C1)N1[C@@H]2C[C@H]([C@H](C1=O)C2)OCC=2C(=NOC2C2CC2)C2=C(C=CC=C2Cl)Cl)=O 4-[(1S,4R,5R)-5-{[5-cyclopropyl-3-(2,6-dichlorophenyl)-1,2-oxazol-4-yl]methoxy}-3-oxo-2-azabicyclo[2.2.1]heptan-2-yl]benzoic acid (1R,2R)-2-sulfamoylcyclopentyl ester